hydroxymethanesulfinic acid sodium salt [Na+].OCS(=O)[O-]